6-((3-(N,N-dimethylsulfamoyl)phenyl)amino)pyrazolo[1,5-c]pyrido[3,4-e]pyrimidine-9-carboxylic Acid CN(S(=O)(=O)C=1C=C(C=CC1)NC1=NC2=C(C=3N1N=C(C3)C(=O)O)C=NC=C2)C